ClCCOC1=C(C=C(C=C1)C(F)F)[N+](=O)[O-] 1-(2-chloroethoxy)-4-(difluoromethyl)-2-nitrobenzene